N-(6-amino-5-ethylpyridin-3-yl)-2-((2R,5S)-5-methyl-2-(2-((1-methylpiperidin-4-yl)methyl)benzo[d]thiazol-5-yl)piperidin-1-yl)-2-oxoacetamide NC1=C(C=C(C=N1)NC(C(=O)N1[C@H](CC[C@@H](C1)C)C=1C=CC2=C(N=C(S2)CC2CCN(CC2)C)C1)=O)CC